(R)-3,3'-Bis(2,2'',4,4'',6,6''-hexamethyl-[1,1':3',1''-terphenyl]-5'-yl)-5,5',6,6',7,7',8,8'-octahydro-[1,1'-binaphthalene]-2,2'-diol CC1=C(C(=CC(=C1)C)C)C1=CC(=CC(=C1)C1=C(C(=C2CCCCC2=C1)C=1C(=C(C=C2CCCCC12)C=1C=C(C=C(C1)C1=C(C=C(C=C1C)C)C)C1=C(C=C(C=C1C)C)C)O)O)C1=C(C=C(C=C1C)C)C